FC1=C(C=CC(=C1)OC)N[C@H](C(=O)C1=CC2=CC=CC=C2C=C1)C1=CC=C(C=C1)F (S)-2-((2-Fluoro-4-methoxyphenyl)amino)-2-(4-fluorophenyl)-1-(naphthalen-2-yl)ethane-1-one